6-methyl-1-deazaadenosine CC1(C2=NCN([C@H]3[C@H](O)[C@H](O)[C@@H](CO)O3)C2=NC=C1)N